lithium (Z)-1,4,7,10-tetraoxacyclododecan-8-ene O1CCOCCO\C=C/OCC1.[Li]